1-BROMO-4-FLUORO-2-PROPAN-2-YLOXYBENZENE BrC1=C(C=C(C=C1)F)OC(C)C